OC1CCC(CC1)NC1=NC=C(C(=N1)NC(C)(C)CC)C(=O)N 2-((1r,4r)-4-hydroxycyclohexylamino)-4-(tert-pentylamino)pyrimidine-5-carboxamide